CC1=CC(=CC(=N1)N1C(C2=CC=C(C=C2C1=O)C=1N=NNC1)=O)C1=CC=CC=C1 2-(6-Methyl-4-phenylpyridin-2-yl)-5-(1H-[1,2,3]triazol-4-yl)-isoindole-1,3-dione